N-(1-(4-((4-cyclopropyl-1,5-naphthyridin-3-yl)amino)phenyl)ethyl)-N-methylcyclopentanecarboxamide C1(CC1)C1=C(C=NC2=CC=CN=C12)NC1=CC=C(C=C1)C(C)N(C(=O)C1CCCC1)C